3-({3-[(2S)-2-(4-chlorophenyl)-2-hydroxyethyl]-1,2,4-oxadiazol-5-yl}methyl)-5-fluoro-1,6-dimethyl-1,2,3,4-tetrahydropyrimidine-2,4-dione ClC1=CC=C(C=C1)[C@H](CC1=NOC(=N1)CN1C(N(C(=C(C1=O)F)C)C)=O)O